N-(3-chloro-2-methylphenyl)-6-({[5-fluoro-2-(trifluoromethyl)phenyl]carbonyl}amino)-2-(methoxymethyl)-1H-benzimidazole-4-carboxamide ClC=1C(=C(C=CC1)NC(=O)C1=CC(=CC=2NC(=NC21)COC)NC(=O)C2=C(C=CC(=C2)F)C(F)(F)F)C